C1(CCC1)C\C=N\[S@@](=O)C(C)(C)C (S,E)-N-(2-cyclobutylethylidene)-2-methylpropane-2-sulfinamide